O=C1NC(CCC1C1=CC(=C(C=C1)N1CCC(CC1)CC(=O)O)F)=O 2-[1-[4-(2,6-dioxo-3-piperidyl)-2-fluoro-phenyl]-4-piperidyl]acetic acid